N-(3-formyl-5-(trifluoromethyl)phenyl)-6-(imidazo[1,2-a]pyridine-3-carbonyl)-4,5,6,7-tetrahydrothieno[2,3-c]pyridine-3-carboxamide C(=O)C=1C=C(C=C(C1)C(F)(F)F)NC(=O)C1=CSC=2CN(CCC21)C(=O)C2=CN=C1N2C=CC=C1